tert-butyl 8-fluoro-4-(1-methyl-7-methylsulfanyl-2-oxo-4H-pyrimido[4,5-d]pyrimidin-3-yl)-3,4-dihydro-2H-quinoline-1-carboxylate FC=1C=CC=C2C(CCN(C12)C(=O)OC(C)(C)C)N1C(N(C2=NC(=NC=C2C1)SC)C)=O